NC1=NC(=C(C(=C1C#N)C1=CC(=CC=C1)C1=NC(=CC=C1)F)C#N)N1CCCCC1 2-Amino-4-(3-(6-fluoropyridin-2-yl)phenyl)-6-(piperidin-1-yl)pyridine-3,5-dinitrile